N1N=CC2=C1C(NC2)=O 4,5-dihydropyrrolo[3,4-c]pyrazol-6(1H)-one